(2S,2'S,2''S)-3,3',3''-((nitrilotris(methylene))tris(benzo[b]thiophene-3,5-diyl))tris(2-((R)-pyrrolidin-3-yl)propanoic acid) N(CC=1C2=C(SC1)C=CC(=C2)C[C@H](C(=O)O)[C@@H]2CNCC2)(CC=2C1=C(SC2)C=CC(=C1)C[C@H](C(=O)O)[C@@H]1CNCC1)CC=1C2=C(SC1)C=CC(=C2)C[C@H](C(=O)O)[C@@H]2CNCC2